(S)-2-amino-3-(4'-ureido-[1,1'-biphenyl]-4-yl)propanoic acid N[C@H](C(=O)O)CC1=CC=C(C=C1)C1=CC=C(C=C1)NC(=O)N